O1C(=CC=C1)C(=O)O oxolic acid